(5-Butoxy-1H-indol-3-yl)-[4-(4-hydroxyphenyl)-piperazin-1-yl]-methanone C(CCC)OC=1C=C2C(=CNC2=CC1)C(=O)N1CCN(CC1)C1=CC=C(C=C1)O